CN1C=NC2=NC(=NC(=C12)C1=CC=C(C=C1)C(F)(F)F)CNC(C=C)=O N-((7-methyl-6-(4-(trifluoromethyl)phenyl)-7H-purin-2-yl)methyl)acrylamide